N-BOC-L-PHENYLALANINAL C(=O)(OC(C)(C)C)N[C@@H](CC1=CC=CC=C1)C=O